N[C@@H]1C=2C(=NC=CC2)CC12CCN(CC2)C2=NC(=CC(=N2)C#N)C (S)-2-(5-amino-5,7-dihydrospiro[cyclopenta[b]pyridine-6,4'-piperidine]-1'-yl)-6-methylpyrimidine-4-carbonitrile